C(C=C)(=O)OCCCCCCCCCCCCCCCCCCC[Si](C)(C)F acryloxynonadecylfluorodimethylsilane